2-oxo-N-(phenyl(4-(pyrazin-2-yl)phenyl)methyl)-6-(trifluoromethyl)-1,2-dihydropyridine-3-carboxamide O=C1NC(=CC=C1C(=O)NC(C1=CC=C(C=C1)C1=NC=CN=C1)C1=CC=CC=C1)C(F)(F)F